(R)-1-(2-chloropyridin-3-yl)ethyl (4-(5-((R)-2-cyanopropanamido)pyridin-2-yl)-1-methyl-1H-1,2,3-triazol-5-yl)carbamate C(#N)[C@H](C(=O)NC=1C=CC(=NC1)C=1N=NN(C1NC(O[C@H](C)C=1C(=NC=CC1)Cl)=O)C)C